2-((4-cyclopropylbenzyl)oxy)-3-methoxy-5-(4,4,5,5-tetramethyl-1,3,2-dioxaborolan-2-yl)pyridine C1(CC1)C1=CC=C(COC2=NC=C(C=C2OC)B2OC(C(O2)(C)C)(C)C)C=C1